Methyl non-7-ene-7-carboxylate CCCCCCC(=CC)C(=O)OC